[Na+].S(=O)(=O)(O)C(C(=O)[O-])CC(=O)[O-].[Na+] sodium sulfosuccinate, sodium salt